N-(5-(3-Chlorobenzamido)-2-methylphenyl)-5-methylisoxazole-3-carboxamide ClC=1C=C(C(=O)NC=2C=CC(=C(C2)NC(=O)C2=NOC(=C2)C)C)C=CC1